COCCN(C1=NC=C(C=C1)B1OC(C(O1)(C)C)(C)C)C N-(2-methoxyethyl)-N-methyl-5-(4,4,5,5-tetramethyl-1,3,2-dioxaborolan-2-yl)pyridin-2-amine